6-(4-Chloro-3-isobutoxyphenyl)-2-[(2S,5R)-2,5-dimethylpyrrolidin-1-yl]-N-[(2-oxo-1H-pyridin-3-yl)sulfonyl]pyridin-3-carboxamid ClC1=C(C=C(C=C1)C1=CC=C(C(=N1)N1[C@H](CC[C@H]1C)C)C(=O)NS(=O)(=O)C=1C(NC=CC1)=O)OCC(C)C